N-(trimethylsilyl)-2-chloropropionamide C[Si](NC(C(C)Cl)=O)(C)C